BrCCOC=1C=NC(=NC1)C1(CC1)CO {1-[5-(2-bromoethoxy)pyrimidin-2-yl]cyclopropyl}methanol